ClC=1C=C(C=2N(N1)C(=CN2)C(C)C)N(C(OC(C)(C)C)=O)CC2=C(C=CC=C2)C(F)(F)F tert-butyl (6-chloro-3-isopropylimidazo[1,2-b]pyridazin-8-yl)(2-(trifluoromethyl)benzyl)carbamate